BrC=1C(=C(C2=CC=CC=C2C1)I)O bromo-1-iodonaphthalene-2-ol